1-(5-(methylthio)-6-oxo-1,6-dihydropyridazin-4-yl)azetidin CSC1=C(C=NNC1=O)N1CCC1